methyl 5-fluoro-2-methoxy-6-phenylnicotinate FC=1C(=NC(=C(C(=O)OC)C1)OC)C1=CC=CC=C1